O(P([O-])(=O)OP(=O)([O-])[O-])CCCCCCCC (1-octyl) pyrophosphate